N1CC(C1)CNC1=C2C(=NC=3C=C(C(=CC13)OC)OCCCN1CCCC1)CCC2 N-[(azetidin-3-yl)methyl]-7-methoxy-6-[3-(pyrrolidin-1-yl)propoxy]-1H,2H,3H-cyclopenta[b]quinolin-9-amine